C(C)C=1SC(=C(N1)C1=CC(=CC=C1)C)C1=CC(=NC=C1)NC(C1=CC=CC=C1)=O N-[4-[2-ethyl-4-(3-methylphenyl)-1,3-thiazol-5-yl]-2-pyridinyl]benzamide